N-(7-chloro-6-(1-((3R,4R)-4-hydroxytetrahydrofuran-3-yl)piperidin-4-yl)isoquinolin-3-yl)cyclopropanecarboxamide ClC1=C(C=C2C=C(N=CC2=C1)NC(=O)C1CC1)C1CCN(CC1)[C@@H]1COC[C@@H]1O